ClC=1C=C2C=NN(C2=CC1N1CCC(CC1)(O)CO)C=1C=NN(C1)C1CC1 1-[5-chloro-1-(1-cyclopropyl-1H-pyrazol-4-yl)-1H-indazol-6-yl]-4-(hydroxymethyl)piperidin-4-ol